C(CCCC)C(CO)CCCCCCCC 2-Pentyl-decanol